trans-N-[6-(3-fluorophenyl)pyridazin-3-yl]-3-(tetrahydropyran-4-ylmethyl)-3-azabicyclo[3.1.0]hexane-6-amine FC=1C=C(C=CC1)C1=CC=C(N=N1)NC1C2CN(CC12)CC1CCOCC1